6-(2-(1H-tetrazol-5-yl)phenyl)-N2-(4-fluorobenzyl)-N2-isobutyl-N4-(5-methylpyrimidin-2-yl)pyridine-2,4-diamine N1N=NN=C1C1=C(C=CC=C1)C1=CC(=CC(=N1)N(CC(C)C)CC1=CC=C(C=C1)F)NC1=NC=C(C=N1)C